BrC1=CC2=CN(N=C2C=C1OC)[C@@H]1[C@H](C[C@@]2(CCNC2)CC1)C |r| rac-(5r,7s,8s)-8-(5-bromo-6-methoxy-2H-indazol-2-yl)-7-methyl-2-azaspiro[4.5]decane